FC(C=1C=C(OC2=CC=C(C=C2)NC2=NC=NC3=CC=CC=C23)C=CC1)(F)F N-(4-(3-(trifluoromethyl)phenoxy)phenyl)quinazolin-4-amine